ClC1=NC2=CC(=C(C=C2C(=N1)NCC=1OC=CC1)OCCOC)OC 2-Chloro-N-(furan-2-ylmethyl)-7-methoxy-6-(2-methoxyethoxy)quinazolin-4-amine